N1N=C(N=C1)CCCC1=NNC=N1 3,3'-trimethylenebis(1H-1,2,4-triazole)